5-HYDROXYFURAN-2-CARBOXYLIC ACID OC1=CC=C(O1)C(=O)O